N-(4-trifluoromethyl-phenyl)piperidine tert-Butyl-7-(7-bromo-5-chloro-4-(trifluoromethyl)benzo[d]oxazol-2-yl)-3-oxa-7,9-diazabicyclo[3.3.1]nonane-9-carboxylate C(C)(C)(C)OC(=O)N1C2COCC1CN(C2)C=2OC1=C(N2)C(=C(C=C1Br)Cl)C(F)(F)F.FC(C1=CC=C(C=C1)N1CCCCC1)(F)F